2-(3-(2-(2-aminoethoxy)ethoxy)propan-amido)-N-(3-cyclopropyl-1,2,4-thiadiazol-5-yl)benzamide NCCOCCOCCC(=O)NC1=C(C(=O)NC2=NC(=NS2)C2CC2)C=CC=C1